C1C(=CC2=CC=CC=C12)O inden-2-ol